ClC1=CC(=C(C=C1)C1=C(N=C(S1)CC(=O)N)C(C)C)F (5-(4-chloro-2-fluorophenyl)-4-isopropylthiazol-2-yl)acetamide